4-((6-nitro-1H-indol-3-yl)methyl)-1H-indole [N+](=O)([O-])C1=CC=C2C(=CNC2=C1)CC1=C2C=CNC2=CC=C1